ClC=1C(=CC(=C(C1)N(C(=O)[C@H]1N(C([C@H]([C@H]1O)O)=O)C1=CC(=C2C(=N1)C=CO2)C(F)(F)F)C([2H])([2H])[2H])F)C2C(C2)(F)F (2S,3S,4S)-N-(5-chloro-4-(2,2-difluorocyclopropyl)-2-fluorophenyl)-3,4-dihydroxy-N-(methyl-d3)-5-oxo-1-(7-(trifluoromethyl)furo[3,2-b]pyridin-5-yl)pyrrolidine-2-carboxamide